2-(ethylamino)-1-((3-exo)-3-((4-((5-methyl-1H-pyrazol-3-yl)amino)thieno[2,3-d]pyrimidin-2-yl)amino)-8-azabicyclo[3.2.1]octan-8-yl)ethan-1-one C(C)NCC(=O)N1C2CC(CC1CC2)NC=2N=C(C1=C(N2)SC=C1)NC1=NNC(=C1)C